CO[Si](O[Si](OC)(OC)CCCN([Si](C)(C)C)[Si](C)(C)C)(OC)CCCN([Si](C)(C)C)[Si](C)(C)C ((1,1,3,3-tetramethoxydisiloxane-1,3-diyl)bis(propane-3,1-diyl))bis(1,1,1-trimethyl-N-(trimethylsilyl)silanylamine)